2-(acryloyloxy)ethyldimethylmethoxysilane tert-butyl-(R)-(1,5-bis(hexylamino)-1,5-dioxopentan-2-yl)carbamate C(C)(C)(C)N(C(O)=O)[C@@H](C(=O)NCCCCCC)CCC(=O)NCCCCCC.C(C=C)(=O)OCC[Si](OC)(C)C